CC=1C=CC=2N(C1)C(=NN2)C(=O)N[C@@H]2CCC1=CC(=CC=C21)C2=NOC(=N2)C (R)-6-methyl-N-(5-(5-methyl-1,2,4-oxadiazol-3-yl)-2,3-dihydro-1H-inden-1-yl)-[1,2,4]triazolo[4,3-a]pyridine-3-carboxamide